C(C)OC(CCCCC(CCCl)Cl)=O 6,8-Dichlorooctanoic acid ethyl ester